tetraisopropyl bis(dioctylphosphite) C(CCCCCCC)P(OC(C)C)(OC(C)C)([O-])CCCCCCCC.C(CCCCCCC)P(OC(C)C)(OC(C)C)([O-])CCCCCCCC